(7S)-5-ethyl-8-isopropyl-7-methyl-2-(((1-(3,4,5-trifluorobenzyl)-1H-pyrazol-4-yl)methyl)amino)-7,8-dihydropteridin-6(5H)-one C(C)N1C=2C=NC(=NC2N([C@H](C1=O)C)C(C)C)NCC=1C=NN(C1)CC1=CC(=C(C(=C1)F)F)F